N4,N4-dimethyl-N1-[6-phenyl-2-(4-piperidinyl)pyrimidin-4-yl]Benzene-1,4-diamine CN(C1=CC=C(C=C1)NC1=NC(=NC(=C1)C1=CC=CC=C1)C1CCNCC1)C